O=C1N(C(C=C1)=O)CCCC(=O)N[C@@H](CCCCNC(COCCOCCOCCOCCOCCOCCOCCOCCOCCOC)=O)C(NCCCC(=O)NCC(=O)NCC(=O)O)=O (S)-(S)-(37-(4-(2,5-dioxo-2,5-dihydro-1H-pyrrol-1-yl)butanamido)-31,38-dioxo-2,5,8,11,14,17,20,23,26,29-decaoxa-32,39-diazatritetracontan-43-oyl)glycylglycine